Nicotinic Acid Sodium Salt [Na+].C(C1=CN=CC=C1)(=O)[O-]